N-(2-(cyclopropylmethyl)-3-oxoisoindolin-4-yl)-3-fluoro-6-methoxy-1,5-naphthyridine-4-carboxamide C1(CC1)CN1CC2=CC=CC(=C2C1=O)NC(=O)C1=C(C=NC2=CC=C(N=C12)OC)F